8-[(2,3-dihydroxypropyl)amino]octanoic acid heptadecan-9-yl ester CCCCCCCCC(CCCCCCCC)OC(CCCCCCCNCC(CO)O)=O